(4,4-difluoropiperidin-1-yl)(1-(6-(4,5-dimethyl-4H-1,2,4-triazol-3-yl)pyridin-3-yl)-1H-pyrrolo[2,3-b]pyridin-5-yl)methanone FC1(CCN(CC1)C(=O)C=1C=C2C(=NC1)N(C=C2)C=2C=NC(=CC2)C2=NN=C(N2C)C)F